N=1C=NN2C1C=C(C=C2)CC2=C(C=C(C=C2)NC=2C1=C(N=CN2)C=NC(=C1)N1CCN(CC1)C(C=C)=O)C 1-(4-(4-((4-([1,2,4]triazolo[1,5-a]pyridin-7-ylmethyl)-3-methylphenyl)amino)pyrido[3,4-d]pyrimidin-6-yl)piperazin-1-yl)prop-2-en-1-one